ClC1=NC(=CC(=C1)[C@@H]1OCCOC1)S(=O)(=O)C |o1:7| (S or R)-2-chloro-4-(1,4-dioxan-2-yl)-6-(methylsulfonyl)pyridine